(2R)-1-benzyl-2-methyl-3-oxapiperidine-4-carboxylic acid methyl ester COC(=O)C1O[C@@H](N(CC1)CC1=CC=CC=C1)C